tert-butyl (R)-6-(5-(((1-(2-chloro-5-fluoropyridin-3-yl)ethoxy)carbonyl)amino)-1-methyl-1H-pyrazol-4-yl)nicotinate ClC1=NC=C(C=C1[C@@H](C)OC(=O)NC1=C(C=NN1C)C1=NC=C(C(=O)OC(C)(C)C)C=C1)F